2-methyl-5,11-dioxo-6,12-bis(o-tolyloxycarbonyloxy)naphthonaphthalene CC=1C=CC2=C3C(C(C(=C2C1)OC(=O)OC1=C(C=CC=C1)C)=O)=C1C=CC=CC1=C(C3=O)OC(=O)OC3=C(C=CC=C3)C